IC1(C(C1)I)C L-1,2-diiodo-1-methylcyclopropane